benzyl (12-(3-((2-((tert-butoxycarbonyl)amino)ethyl)amino)-3-oxopropyl)-2,2-dimethyl-4,9-dioxo-3-oxa-5,8,12-triazatetradecan-14-yl)carbamate C(C)(C)(C)OC(=O)NCCNC(CCN(CCC(NCCNC(OC(C)(C)C)=O)=O)CCNC(OCC1=CC=CC=C1)=O)=O